3,4-dihydroxybenzenehydroxamic acid OC=1C=C(C=CC1O)C(=O)NO